C1=CC=C(C(=C1)C(=O)[O-])NCC(=O)[C@@H]([C@@H](COP(=O)([O-])[O-])O)O The molecule is an organophosphate oxoanion resulting from the removal of a total of three protons from the phosphate and carboxy groups of 1-(2-carboxyphenylamino)-1-deoxy-D-ribulose 5-phosphate. It has a role as a Saccharomyces cerevisiae metabolite. It is an organophosphate oxoanion and a monocarboxylic acid anion. It is a conjugate base of a 1-(2-carboxyphenylamino)-1-deoxy-D-ribulose 5-phosphate.